C(=C)C1=C(C=CC(=C1)[N+](=O)[O-])N1CCC(CC1)O 1-(2-ethenyl-4-nitrophenyl)piperidin-4-ol